FC(OC1=CC=C(C=C1)S(=O)(=O)N1CC2=C(C1)CN(C2)C(=O)OCC=2C=NC=CC2)F Pyridin-3-ylmethyl 5-((4-(difluoromethoxy)phenyl)sulfonyl)-3,4,5,6-tetrahydropyrrolo[3,4-c]pyrrole-2(1H)-carboxylate